CC1=CC=CC(=N1)C1=NNC=C1C=1N=C2C=C(C=NC2=CC1)C=1C=C(C(=O)OC)C=CC1 methyl 3-[6-[3-(6-methyl-2-pyridyl)-1H-pyrazol-4-yl]-1,5-naphthyridin-3-yl]benzoate